COC1=NC=NN2C1=C(C=C2)C=2C=C1C(=NC2)N=C(N1CCO)C 2-(6-(4-methoxypyrrolo[2,1-f][1,2,4]triazin-5-yl)-2-methyl-1H-imidazo[4,5-b]pyridin-1-yl)ethan-1-ol